1-[2-(Tert-butoxycarbonylamino)ethyl]-1-(2-tert-butoxy-2-oxo-ethyl)piperidin-1-ium-4-carboxylic acid C(C)(C)(C)OC(=O)NCC[N+]1(CCC(CC1)C(=O)O)CC(=O)OC(C)(C)C